ethyl 2-(bis((benzyloxy) carbonyl) amino)-1-methyl-1H-benzo[d]imidazole-5-carboxylate C(C1=CC=CC=C1)OC(=O)N(C1=NC2=C(N1C)C=CC(=C2)C(=O)OCC)C(=O)OCC2=CC=CC=C2